NC1=NN2C(C=C(C=C2)C=2C=CC(=C(C2)N2OCC[C@H]2C2=CC=CC=C2)C)=N1 (S)-N-(5-(2-amino-[1,2,4]triazolo[1,5-a]pyridin-7-yl)-2-methylphenyl)-3-phenylisoxazolidine